5-[2,6-Dichloro-4-(2,5-dimethyl-1H-pyrrol-1-yl)phenoxy]pyridine-2(1H)-one ClC1=C(OC=2C=CC(NC2)=O)C(=CC(=C1)N1C(=CC=C1C)C)Cl